2-chloro-4-(4-(2,4-difluorophenoxy)piperidin-1-yl)-5-nitropyridine ClC1=NC=C(C(=C1)N1CCC(CC1)OC1=C(C=C(C=C1)F)F)[N+](=O)[O-]